ON1C(C2=C(C=CC(=C2C=C1)C)C)=O hydroxy-5,8-dimethylisoquinolin-1(2H)-one